NC1=NC=NN2C1=C(C=C2C2CCCC2)C(=O)NC2=CC=C(C=C2)CCC 4-amino-7-cyclopentyl-N-(4-propylphenyl)pyrrolo[2,1-f][1,2,4]triazine-5-carboxamide